ClC=1C=C(C=CC1)N1N=CC(=C1)C(C(=O)NC1=CC(=NN1)[C@@H]1[C@H](C1)F)C 2-(1-(3-chlorophenyl)-1H-pyrazol-4-yl)-N-(3-((1R,2S)-2-fluorocyclopropyl)-1H-pyrazol-5-yl)propanamide